FC1=C(C[C@@]2(CC23CC3)CNC(=O)C=3NC(C=CN3)=O)C=CC(=C1)F (R)-N-((1-(2,4-difluorobenzyl)spiro[2.2]pentan-1-yl)methyl)-6-oxo-1,6-dihydropyrimidine-2-carboxamide